ClC1=C(COC2=CC=CC(=N2)C2=CC(=C(CC3=NC4=C(N3[C@@H]3COCC3(C)C)C=C(C=C4)C(=O)O)C=C2F)F)C=CC(=C1)Cl (S)-2-(4-(6-((2,4-dichlorobenzyl)oxy)pyridin-2-yl)-2,5-difluorobenzyl)-1-(4,4-dimethyltetrahydrofuran-3-yl)-1H-benzo[d]imidazole-6-carboxylic acid